(R)-N-((3-chloro-2,4-difluorophenyl)(trans-6-(trifluoromethyl)tetrahydro-2H-pyran-3-yl)methyl)-2-methylpropan-2-sulfinamide ClC=1C(=C(C=CC1F)C(N[S@](=O)C(C)(C)C)[C@@H]1CO[C@H](CC1)C(F)(F)F)F